FCCOC=1C(=NC(=NC1)NS(=O)(=O)C1=CSC2=C1C=CC(=C2)C)OC N-[5-(2-fluoroethoxy)-4-methoxy-pyrimidin-2-yl]-6-methyl-benzothiophene-3-sulfonamide